FC1=CN=C2N1C=C(C=C2)C2=CNC=1N=C(N=CC12)N[C@H](C(F)(F)F)C (S)-5-(3-fluoroimidazo[1,2-a]pyridin-6-yl)-N-(1,1,1-trifluoropropan-2-yl)-7H-pyrrolo[2,3-d]pyrimidin-2-amine